ClC1=CC=C(C(=N1)C(=O)N)O[C@H](C)C=1C=C(C=C2C(C(=C(OC12)C=1C=CC2=C(N(CCO2)C)C1)C)=O)C 6-Chloro-3-[(1R)-1-[3,6-dimethyl-2-(4-methyl-2,3-dihydro-1,4-benzoxazin-6-yl)-4-oxo-chromen-8-yl]ethoxy]pyridine-2-carboxamide